(R)-5-(3-(3-ethyl-4-(2-(3-methylpiperazin-1-yl)ethoxy)phenyl)-4,4-dimethyl-5-oxo-2-thioxoimidazolidin-1-yl)-3-(trifluoromethyl)pyridinecarbonitrile dihydrochloride Cl.Cl.C(C)C=1C=C(C=CC1OCCN1C[C@H](NCC1)C)N1C(N(C(C1(C)C)=O)C=1C=C(C(=NC1)C#N)C(F)(F)F)=S